ClC1=CC=C(S1)CNC1=CC(=NN1C(C(CO)(C)C)=O)C1NCCC1 1-(5-{[(5-chlorothiophen-2-yl)methyl]amino}-3-(pyrrolidin-2-yl)-1H-pyrazol-1-yl)-3-hydroxy-2,2-dimethylpropan-1-one